C1=CC(=CC=C1[C@@H]2[C@H]([C@H]([C@H](O2)C3=CC=C(C=C3)O)C4=CC5=C(C=C4O)O[C@H]([C@@H]5C6=CC(=CC(=C6)O)O)C7=CC=C(C=C7)O)C8=CC(=CC(=C8)O)O)O The molecule is a stilbenoid isolated from the stems of Kobresia nepalensis and has been shown to exhibit inhibitory activity against topoisomerase II. It has a role as a metabolite and an EC 5.99.1.3 [DNA topoisomerase (ATP-hydrolysing)] inhibitor. It is a stilbenoid, a polyphenol and a member of 1-benzofurans.